4-((2S,3R,5S)-3-(2,4-difluoro-3-methylphenyl)-5-methyl-5-(trifluoromethyl)tetrahydrofuran-2-carboxamido)picolinamide FC1=C(C=CC(=C1C)F)[C@@H]1[C@H](O[C@@](C1)(C(F)(F)F)C)C(=O)NC1=CC(=NC=C1)C(=O)N